6-(cyclopropylmethoxy)-7-methoxy-2-methyl-N-{(1R)-1-[3-(1H-pyrazol-4-yl)phenyl]ethyl}quinazolin-4-amine C1(CC1)COC=1C=C2C(=NC(=NC2=CC1OC)C)N[C@H](C)C1=CC(=CC=C1)C=1C=NNC1